C(C)(C)(C)C=1C=C(C=CC1)C1=C(C(C2=CC=CC3=C2C1=NS3(=O)=O)=O)NC (3-tert-butylphenyl)-4-(methylamino)-5H-naphtho[1,8-cd]isothiazol-5-one-1,1-dioxide